5-(methylsulfonyl)-2-(2-(trifluoromethyl)pyrimidin-5-yl)benzaldehyde CS(=O)(=O)C=1C=CC(=C(C=O)C1)C=1C=NC(=NC1)C(F)(F)F